C[C@@](C(=O)O)(CC)O.BrCC1=CC=C(C=C1)C1(CC1)C=1C=CN=NC1 5-(1-(4-(bromomethyl)phenyl)cyclopropyl)pyridazin (S)-methyl-hydroxybutyrate